methyl (R)-2-fluoro-4-((1-methyl-1-(2-oxo-2-(thiazol-2-ylamino)ethyl)-6-(pyrimidin-2-ylmethoxy)-1,2,3,4-tetrahydroisoquinolin-7-yl)oxy)benzoate FC1=C(C(=O)OC)C=CC(=C1)OC1=C(C=C2CCN[C@@](C2=C1)(CC(NC=1SC=CN1)=O)C)OCC1=NC=CC=N1